CC=1C(=CC=C2C=CC=NC12)C=1C=C2CCC3(CCN(CC3)C(=O)OC(C)(C)C)OC2=CC1 tert-Butyl 6-(8-methyl-7-quinolyl)spiro[chromane-2,4'-piperidine]-1'-carboxylate